N-(1-(4-fluorophenyl)-6-(4-(trifluoromethyl)phenyl)-1H-pyrazolo[3,4-d]pyrimidin-4-yl)-5-nitrothiophene-2-carboxamide FC1=CC=C(C=C1)N1N=CC=2C1=NC(=NC2NC(=O)C=2SC(=CC2)[N+](=O)[O-])C2=CC=C(C=C2)C(F)(F)F